5-chloro-7-ethyl-N-{2-[3-(methoxymethyl)-4-(methylamino)pyrrolidin-1-yl]-5,6,7,8-tetrahydroquinolin-6-yl}-7H-pyrrolo[2,3-c]pyridazine-3-carboxamide ClC1=CN(C=2N=NC(=CC21)C(=O)NC2CC=1C=CC(=NC1CC2)N2CC(C(C2)NC)COC)CC